C12(CC3CC(CC(C1)C3)C2)C2=CC=C(C=C2)C2=NC(=NC(=N2)C2=CC(=CC=C2)Cl)C2=CC=CC=C2 2-(4-(adamantan-1-yl)phenyl)-4-(3-chlorophenyl)-6-phenyl-1,3,5-triazine